[Ag]I.OC1=C(C(=NC(=C1C1=CC(=NC=C1)C)C)COC)C(=O)N 4-hydroxy-2-(methoxymethyl)-6-methyl-5-(2-methylpyridin-4-yl)pyridine-3-carboxamide silver iodide